N-(6-(methoxy-d3)-1-(methyl-d3)-1H-indazol-7-yl)-1-(4-(trifluoromethyl)pyridin-2-yl)-1H-pyrazole-4-sulfonamide C(OC1=CC=C2C=NN(C2=C1NS(=O)(=O)C=1C=NN(C1)C1=NC=CC(=C1)C(F)(F)F)C([2H])([2H])[2H])([2H])([2H])[2H]